thiocyanoiron (II) S(C#N)[Fe+]